C1(CCCCC1)C1(CN=C(O1)C1=C(C=CC=C1)F)C1=CC=CC=C1 5-cyclohexyl-5-phenyl-2-(2-fluorophenyl)oxazoline